BrCCCC(=O)OCCCCCCCCC=CCC=CCCCCC octadec-9,12-dien-1-yl 4-bromobutyrate